FC1(C(C1)CN1N=CC2=CC=C(C=C12)[C@@H]1[C@H](C1)C=1C=2N(N=C(C1)C=1C(NC(NC1)=O)=O)C=CN2)F 5-(8-((1S,2S)-2-(1-((2,2-difluorocyclopropyl)methyl)-1H-indazol-6-yl)cyclopropyl)imidazo[1,2-b]pyridazin-6-yl)pyrimidine-2,4(1H,3H)-dione